1-((S)-3'-(2-((1R,4R)-2-oxa-5-azabicyclo[2.2.1]heptan-5-yl)-2-oxoethyl)-2',4'-dioxo-2,3-dihydrospiro[indene-1,5'-oxazolidine]-5-yl)-3-methylurea [C@H]12OC[C@H](N(C1)C(CN1C(O[C@@]3(C1=O)CCC1=CC(=CC=C13)NC(=O)NC)=O)=O)C2